FC=1C=CC(=NC1)C1=NN2C(COC3(CC3)C2)=C1C1=C2C(=NC=C1)NN=C2 2-(5-fluoro-2-pyridinyl)-3-(1H-pyrazolo[3,4-b]pyridin-4-yl)spiro[4,7-dihydropyrazolo[5,1-c][1,4]oxazine-6,1'-cyclopropane]